COC1=CC=2N(C=C1N)C(=CN2)C2=CC=CC=C2 7-methoxy-3-phenylimidazo[1,2-a]pyridin-6-amine